1-((6-cyclopropyl-8-(2-oxopyrrolidin-1-yl)imidazo[1,2-a]Pyridin-2-yl)methyl)-1H-pyrazole-4-carboxamide C1(CC1)C=1C=C(C=2N(C1)C=C(N2)CN2N=CC(=C2)C(=O)N)N2C(CCC2)=O